Methyl 6-(cyclopropanecarboxamido)-4-((1-ethyl-7-(trifluoromethoxy)-1H-indazol-6-yl)amino)nicotinate C1(CC1)C(=O)NC1=NC=C(C(=O)OC)C(=C1)NC1=CC=C2C=NN(C2=C1OC(F)(F)F)CC